The molecule is a ceramide phosphoinositol compound having a hexacosanoyl group attached to the ceramide nitrogen, no hydroxylation at C-4 of the long-chain base, and hydroxylation at C-2 of the very-long-chain fatty acid. It has a role as a Saccharomyces cerevisiae metabolite. It derives from a N-(2-hydroxyhexacosanoyl)sphinganine. It is a conjugate acid of an Ins-1-P-Cer(d18:0/2-OH-26:0)(1-). CCCCCCCCCCCCCCCCCCCCCCCC[C@@H](C(=O)N[C@@H](COP(=O)(O)OC1[C@@H]([C@H](C([C@H]([C@H]1O)O)O)O)O)[C@@H](CCCCCCCCCCCCCCC)O)O